COC(C(=NOC)C1=C(C=CC=C1)C)=O 2-methyl-alpha-methoxyiminophenylacetic acid methyl ester